N1=CC=C(C=C1)CCCOC1=CC2=C(N=C(NC2=O)C2=NC=CC(=C2)C(F)(F)F)C=N1 6-(3-pyridin-4-yl-propoxy)-2-(4-trifluoromethyl-pyridin-2-yl)-3H-pyrido[3,4-d]pyrimidin-4-one